C(C)N1N(C2=NC(=NC=C2C1=O)NC=1C=C2C=CN(C2=CC1)C)C1=NC(=CC=C1)OC1CCNCC1 ethyl-6-((1-methyl-1H-indol-5-yl)amino)-1-(6-(piperidin-4-yloxy)pyridin-2-yl)-1,2-dihydro-3H-pyrazolo[3,4-d]pyrimidin-3-one